2-(2,2,2-trifluoro-acetylamino)-5,6,7,8-tetrahydro-4H-cyclohepta[b]thiophene-3-carboxylic acid (3-chloro-phenyl)-amide ClC=1C=C(C=CC1)NC(=O)C=1C2=C(SC1NC(C(F)(F)F)=O)CCCCC2